3-Ethyl-7-((2-oxopiperazin-1-yl)methyl)-1,5-naphthyridin-2(1H)-one hydrochloride Cl.C(C)C=1C(NC2=CC(=CN=C2C1)CN1C(CNCC1)=O)=O